FC(C1(CC1)[C@H](CC(=O)N[C@@H](C)C1=CC(=CC=C1)OC(F)(F)F)O)F (S)-3-(1-(difluoromethyl)cyclopropyl)-3-hydroxy-N-((S)-1-(3-(trifluoro-methoxy)phenyl)ethyl)propanamide